FC1=C(C(=CC(=C1)N1CC2(C1)CN(C2)CCF)F)[C@H]2N([C@@H](CC1=C3C(=CC=C21)NC(O3)=O)C)CC(F)(F)F (6S,8R)-6-(2,6-difluoro-4-(6-(2-fluoroethyl)-2,6-diazaspiro[3.3]heptan-2-yl)phenyl)-8-methyl-7-(2,2,2-trifluoroethyl)-6,7,8,9-tetrahydro-oxazolo[5,4-f]isoquinolin-2(3H)-one